C(C1=CC=CC=C1)OC1CC(C1)N1N=C2N(C1=O)[C@@H](CC2)C2=CC(=CC(=C2)F)F (S)-2-((1r,3S)-3-(benzyloxy)cyclobutyl)-5-(3,5-difluorophenyl)-2,5,6,7-tetrahydro-3H-pyrrolo[2,1-c][1,2,4]triazol-3-one